BrC=1C=CC(N(C1)C(C(=O)C1=C(N(C(=C1)C)CC1=CC=C(C=C1)C)C)C)=O 5-bromo-1-(1-(2,5-dimethyl-1-(4-methylbenzyl)-1H-pyrrol-3-yl)-1-oxopropan-2-yl)pyridin-2(1H)-one